(S)-1-benzyl-N-(2,4-dimeth-yl-5-oxo-5,6,7,8-tetrahydro-4H-pyrazolo[1,5-a][1,3]diazepin-6-yl)-1H-1,2,4-triazole-3-carboxamide C(C1=CC=CC=C1)N1N=C(N=C1)C(=O)N[C@@H]1C(N(C=2N(CC1)N=C(C2)C)C)=O